C(C)(C)C=1C(=CN2N=C(N=C(C21)O)C=2N(C=CN2)C)C2=NN(C=C2)C(C)C 5-isopropyl-6-(1-isopropyl-1H-pyrazol-3-yl)-2-(1-methyl-1H-imidazol-2-yl)pyrrolo[2,1-f][1,2,4]triazin-4-ol